[K].ClC1=C(C=C(C=C1)Cl)O 2,5-dichlorophenol potassium